(4-(trifluoromethyl)cyclohexyl)phthalazin-1(2H)-one FC(C1CCC(CC1)N1C(C2=CC=CC=C2C=N1)=O)(F)F